O=C1NC(CCC1C=1C=C(C=CC1)CCC1(CN(C1)C(=O)OC(C)(C)C)F)=O tert-butyl 3-[2-[3-(2,6-dioxo-3-piperidinyl) phenyl] ethyl]-3-fluoro-azetidine-1-carboxylate